N[C@@H](CC(=O)[O-])C=1C(=C(C=C(C1F)C)C1=C(C=CC=C1C)O)F (3S)-3-amino-3-{2,4-difluoro-2'-hydroxy-5,6'-dimethyl-[1,1'-biphenyl]-3-yl}propanoate